C(C(C)C)C1OCCC1 2-isobutyl-tetrahydrofuran